C1(=CC=CC=C1)SC1=CC=C(C)C=C1 4-(phenylthio)toluene